FC1=NN(C=C1)C=1CN2C(N(C(C1)C2)O)=O 3-(3-fluoropyrazol-1-yl)-6-hydroxy-1,6-diazabicyclo[3.2.1]oct-3-en-7-one